C1(CCC1)C(=O)N1[C@H](C2=C(CC1)NC=N2)C2=NN1C(C(=CC=C1)F)=C2 (R)-cyclobutyl(4-(4-fluoropyrazolo[1,5-a]pyridin-2-yl)-1,4,6,7-tetrahydro-5H-imidazo[4,5-c]pyridin-5-yl)methanone